1-(4-(3-(3-chloro-4-methoxyphenyl)ureido)phenyl)-7-methoxy-[1,2,4]triazolo[4,3-a]quinoxaline-8-carboxamide ClC=1C=C(C=CC1OC)NC(NC1=CC=C(C=C1)C1=NN=C2N1C1=CC(=C(C=C1N=C2)OC)C(=O)N)=O